N1CC(C1)OC1=CC=C2C(=CC=NC2=C1)OC1=C(C=C(C=C1F)C1=NC=CC(=C1C(=O)N)OC1CC1)F (4-([7-(azetidin-3-yloxy)quinolin-4-yl]oxy)-3,5-difluorophenyl)-4-cyclopropoxypyridine-3-carboxamide